benzyl 4-((9-(1-bromoethyl)-4,7-dimethyl-5-oxo-4,5-dihydro-3H-pyrazolo[3,4-c]isoquinolin-3-yl)methyl)piperidine-1-carboxylate BrC(C)C=1C=2C3=C(N(C(C2C=C(C1)C)=O)C)N(N=C3)CC3CCN(CC3)C(=O)OCC3=CC=CC=C3